3-(1-((1S,4S)-4-(6-fluoroquinolin-4-yl)cyclohexyl)ethyl)isoxazol-5-amine FC=1C=C2C(=CC=NC2=CC1)C1CCC(CC1)C(C)C1=NOC(=C1)N